(6R or S)-4-(7-cyclobutyl-8-[(8-ethynyl-7-fluoro-3-hydroxy-1-naphthyl)oxy]-2-{[(2R,7aS)-2-fluorotetrahydro-1H-pyrrolizin-7a(5H)-yl]methoxy}-7H-purin-6-yl)-6-methyl-1,4-oxazepan-6-ol C1(CCC1)N1C(=NC2=NC(=NC(=C12)N1CCOC[C@@](C1)(O)C)OC[C@]12CCCN2C[C@@H](C1)F)OC1=CC(=CC2=CC=C(C(=C12)C#C)F)O |o1:18|